B(O)(O)CCC[C@@]12[C@@](NCC1)(CCC2)C(=O)O (3aS,6aS)-3a-(3-boronopropyl)hexahydrocyclopenta[b]pyrrole-6a(1H)-carboxylic acid